COC1=CC=C(COC(C(CN2CC3OCCN(C3C2=O)C(=O)OCC2=CC=CC=C2)(C)C)=O)C=C1 benzyl 6-(3-((4-methoxybenzyl) oxy)-2,2-dimethyl-3-oxopropyl)-5-oxohexahydropyrrolo[3,4-b][1,4]oxazine-4(4aH)-carboxylate